C(C)(C)(C)OC1=CC=CC=C1 tert-butoxybenzene